2-{4-[(5,6-diphenylpyrazin-2-yl)(propan-2-yl)amino]butoxy}-N-(methanesulfonyl)acetamide C1(=CC=CC=C1)C=1N=CC(=NC1C1=CC=CC=C1)N(CCCCOCC(=O)NS(=O)(=O)C)C(C)C